BrC1=C(C(=O)NNC(=O)OCCCC)C=C(C=C1)C Butyl 2-(2-bromo-5-methylbenzoyl)hydrazine-1-carboxylate